FC=1C=C2C(=CNC2=CC1)CCN(C(C)CC)C(C)C N-(2-(5-fluoro-1H-indol-3-yl)ethyl)-N-isopropylbutan-2-amine